4-(4-(5-(3-(5-fluoro-2-methoxypyridin-3-yl)morpholino)pyrazolo[1,5-a]Pyrimidine-3-carboxamido)phenyl)piperazine-1-carboxylic acid tert-butyl ester C(C)(C)(C)OC(=O)N1CCN(CC1)C1=CC=C(C=C1)NC(=O)C=1C=NN2C1N=C(C=C2)N2C(COCC2)C=2C(=NC=C(C2)F)OC